1-(5-acetyl-3-(4-fluorophenyl)-7-methylquinolin-2-yl)-1H-pyrazole-3-carbonitrile C(C)(=O)C1=C2C=C(C(=NC2=CC(=C1)C)N1N=C(C=C1)C#N)C1=CC=C(C=C1)F